3-cis-methyl-methacryloyl chloride C/C=C(\C)/C(=O)Cl